7a-(tert-butyl) 2-methyl (2R,3S,7aS)-3-(2-chloropyridin-3-yl)tetrahydro-1H-pyrrolizine-2,7a(5H)-dicarboxylate ClC1=NC=CC=C1[C@@H]1[C@@H](C[C@@]2(CCCN12)C(=O)OC(C)(C)C)C(=O)OC